CC1=C[N+](=CN1CCCC[C@@H](C(=O)O)N)CCCC[C@@H](C(=O)O)N The molecule is an imidazolium ion formed via cyclo-dimerisation of L-lysine and methylglyoxal. It has a role as an epitope. It is an imidazolium ion, a L-lysine derivative and a non-proteinogenic L-alpha-amino acid.